isopropyl 4-[5-[4-(benzyloxycarbonylamino)-2-(tert-butylsulfamoyl)phenyl]thiazol-2-yl]piperazine-1-carboxylate C(C1=CC=CC=C1)OC(=O)NC1=CC(=C(C=C1)C1=CN=C(S1)N1CCN(CC1)C(=O)OC(C)C)S(NC(C)(C)C)(=O)=O